C(C)(=O)C1=CC=C(OC2=C(C(C#N)=CC=C2)C#N)C=C1 3-(4-acetylphenoxy)phthalonitrile